2-hydroxy-5-[2-[4-[(2-pyridinylamino)sulfonyl]phenyl]diazenyl]-benzoic acid OC1=C(C(=O)O)C=C(C=C1)N=NC1=CC=C(C=C1)S(=O)(=O)NC1=NC=CC=C1